tert-butyl (3S,5S)-3-[[6-[4-(benzenesulfonamido)-3-fluoro-phenyl]-8-isopropyl-7-oxo-pteridin-2-yl]amino]-5-fluoro-piperidine-1-carboxylate C1(=CC=CC=C1)S(=O)(=O)NC1=C(C=C(C=C1)C1=NC=2C=NC(=NC2N(C1=O)C(C)C)N[C@@H]1CN(C[C@H](C1)F)C(=O)OC(C)(C)C)F